ClC1=CC2=C(OC=CC(=C2)C(=O)NC2=NC(=NS2)CCl)C=C1 7-chloro-N-(3-(chloromethyl)-1,2,4-thiadiazol-5-yl)benzo[b]oxepin-4-carboxamide